NC1=NC(=CC(=N1)N1CCC2(C[C@H](NC2)C(=O)OCC)CC1)O[C@@H](C(F)(F)F)C1=C(C=C(C=C1)C1CCN(CC1)S(=O)(=O)C)N1N=C(C=C1)C (S)-ethyl 8-(2-amino-6-((R)-2,2,2-trifluoro-1-(2-(3-methyl-1H-pyrazol-1-yl)-4-(1-(methylsulfonyl)piperidin-4-yl)phenyl)ethoxy)pyrimidin-4-yl)-2,8-diazaspiro[4.5]decane-3-carboxylate